COC(=O)C=1C=CC2=C(OC[C@@H](CN2)C)C1 (R)-3-methyl-2,3,4,5-tetrahydrobenzo[b][1,4]oxazepin-8-carboxylic acid methyl ester